methyl 3-(trifluoromethyl)-5,6,7,8-tetrahydroimidazo[1,5-a]pyrazine-1-carboxylate FC(C1=NC(=C2N1CCNC2)C(=O)OC)(F)F